6-(5-(7-bromo-9H-fluoren-2-yl)-1-(tert-butoxycarbonyl)-1H-imidazol-2-yl)-5-azaspiro[2.4]heptane-5-carboxylic acid tert-butyl ester C(C)(C)(C)OC(=O)N1CC2(CC2)CC1C=1N(C(=CN1)C1=CC=2CC3=CC(=CC=C3C2C=C1)Br)C(=O)OC(C)(C)C